CON=C1CCNCC1 piperidin-4-one O-methyloxime